FC=1C=C(C=C(C1O)F)CCN1C[C@@H]2[C@H](C1)CC(C2)OC2=C(C=C(C=C2)F)F (3aR,5R,6aS)-2-(3,5-difluoro-4-hydroxyphenylethyl)-5-(2,4-difluorophenoxy)hexahydrocyclopenta[c]pyrrol